COC1=C(C(C=O)=C(C=C1)OC)C=O 3,6-dimethoxyphthalaldehyde